ClC1=CN=CC(=N1)N1CCC(CC1)C#N (6-chloropyrazin-2-yl)piperidine-4-carbonitrile